C(#N)C1=C(C=CC=C1C1=C2C=NN(C2=CC=C1)C)NC(=O)C=1N(C(=CN1)CNCCO)C N-[2-Cyano-3-(1-methyl-1H-indazol-4-yl)phenyl]-5-{[(2-hydroxyethyl)amino]methyl}-1-methyl-1H-imidazol-2-carboxamid